3-(2-amino-4-methoxyphenoxy)Propane-1-sulfonic acid NC1=C(OCCCS(=O)(=O)O)C=CC(=C1)OC